(2S)-2-amino-3-[bis(4-methoxyphenyl)-phenyl-methoxy]-1-[4-(hydroxymethyl)-1-piperidinyl]propan-1-one N[C@H](C(=O)N1CCC(CC1)CO)COC(C1=CC=CC=C1)(C1=CC=C(C=C1)OC)C1=CC=C(C=C1)OC